C(C)(C)(C)OC(=O)N1N=C(C=2C1=CN=CC2C2=C(C=C(C=C2F)NC(CCl)=O)Cl)C=2C=NN(C2)C (2-chloro-4-(2-chloroacetamido)-6-fluorophenyl)-3-(1-methyl-1H-pyrazol-4-yl)-1H-pyrazolo[3,4-c]pyridine-1-carboxylic acid tert-butyl ester